N-(2-(6-((4-(4-cyano-6-methylpyrimidin-2-yl)piperazin-1-yl)sulfonyl)-3-oxo-1,2,3,4-tetrahydroquinoxaline-1-carbonyl)phenyl)-N-methylmethanesulfonamide C(#N)C1=NC(=NC(=C1)C)N1CCN(CC1)S(=O)(=O)C=1C=C2NC(CN(C2=CC1)C(=O)C1=C(C=CC=C1)N(S(=O)(=O)C)C)=O